C(COCCOCCN)N 3,6-dioxa-octane-1,8-diamine